CC1(OCC2=C(O1)C=CC(=C2)[C@H]2OC2)C (R)-2,2-dimethyl-6-(oxiran-2-yl)-4H-benzo[d][1,3]dioxine